C1(CCCCC1)N1C(=O)C2C3(C=CC(C2C1=O)C3)CC(C)=C N-cyclohexyl-methallylbicyclo[2.2.1]hept-5-ene-2,3-dicarboximide